(7-((4-(methylamino)-5-(trifluoromethyl)-7H-pyrrolo[2,3-d]pyrimidin-2-yl)amino)-2,3-dihydrobenzo-furan-4-yl)(morpholino)methanone CNC=1C2=C(N=C(N1)NC1=CC=C(C=3CCOC31)C(=O)N3CCOCC3)NC=C2C(F)(F)F